NC1=C(C(=NN1C(C(F)(F)F)C)C=1C=CC(=C2C=NNC12)CNC(C1=C(C=CC(=C1)F)OC)=O)C#N N-((7-(5-Amino-4-cyano-1-(1,1,1-trifluoropropan-2-yl)-1H-pyrazol-3-yl)-1H-indazol-4-yl)methyl)-5-fluoro-2-methoxybenzamid